Natrium (S)-3-(6-Fluoro-2',6'-dimethylbiphenyl-3-yl)-3-(3-(1-methyl-4-oxido-2-oxo-1,2-dihydropyridin-3-yl)ureido)propanoat FC1=CC=C(C=C1C1=C(C=CC=C1C)C)[C@H](CC(=O)[O-])NC(=O)NC=1C(N(C=CC1[O-])C)=O.[Na+].[Na+]